benzyl (2S,3R)-3-(benzyloxy)-2-((((1s,4R)-4-(2-(benzyloxy)phenyl)cyclohexyl)oxy)methyl)pyrrolidine-1-carboxylate C(C1=CC=CC=C1)O[C@H]1[C@@H](N(CC1)C(=O)OCC1=CC=CC=C1)COC1CCC(CC1)C1=C(C=CC=C1)OCC1=CC=CC=C1